FC(C(=O)N1CC(C1)N1C(N(C2=NC=CC(=C21)N2CC(CCC2)O)C=2C=NC(=CC2)C(F)(F)F)=O)=C 1-[1-(2-fluoroacryloyl)azetidin-3-yl]-7-(3-hydroxyhexahydropyridin-1-yl)-3-[6-(trifluoromethyl)pyridin-3-yl]-2,3-dihydro-1H-imidazo[4,5-b]pyridin-2-one